N-[2-(3-aminoazetidin-1-yl)-2-oxo-ethyl]-4-[[3-[1-(2,2-difluoroethyl)-3-(trifluoromethyl)pyrazol-4-yl]imidazo[1,2-a]pyrazin-8-yl]amino]-2-ethyl-benzamide NC1CN(C1)C(CNC(C1=C(C=C(C=C1)NC=1C=2N(C=CN1)C(=CN2)C=2C(=NN(C2)CC(F)F)C(F)(F)F)CC)=O)=O